(5-(3-(3,4-difluoro-2-methoxyphenyl)-5-methyl-5-(trifluoromethyl)tetrahydrothiophene-2-carboxamido-2-d)-2-fluorophenyl)boric acid FC=1C(=C(C=CC1F)C1C(SC(C1)(C(F)(F)F)C)(C(=O)NC=1C=CC(=C(C1)OB(O)O)F)[2H])OC